3-(3-(tert-butyl)-5-(3,5-di-tert-butyl-2-hydroxybenzyl)-4-hydroxyphenyl)propionyl chloride C(C)(C)(C)C=1C=C(C=C(C1O)CC1=C(C(=CC(=C1)C(C)(C)C)C(C)(C)C)O)CCC(=O)Cl